p-methoxybenzyloxymethyl ether COC1=CC=C(COCOCOCC2=CC=C(C=C2)OC)C=C1